4-(4,5-diphenyl-1H-imidazol-2-yl)benzoic acid C1(=CC=CC=C1)C=1N=C(NC1C1=CC=CC=C1)C1=CC=C(C(=O)O)C=C1